C(C)OCOC1=C(C=CC(=C1)C#C)C1=C2C(=C(N=N1)N[C@H]1CN(CCC1)C)C=NC=C2 (R)-1-(2-(ethoxymethoxy)-4-ethynylphenyl)-N-(1-methylpiperidin-3-yl)pyrido[3,4-d]Pyridazin-4-amine